8-bromo-3-(2,2,2-trifluoroethyl)imidazo[1,2-a]pyridine-2-carbaldehyde BrC=1C=2N(C=CC1)C(=C(N2)C=O)CC(F)(F)F